CN(C1(CCC2(CN(C(N2)=O)C=2C=NC(=NC2)N2N=NC(=C2)C(C)C)CC1)C1=CC=CC=C1)C cis-8-dimethylamino-3-[2-(4-isopropyl-1H-[1,2,3]triazol-1-yl)-pyrimidin-5-yl]-8-phenyl-1,3-diazaspiro[4.5]decan-2-one